2,2'-(sulfonylbis{[2,6-bis(naphthalen-1-yl)-4,1-phenylene]oxy})bis(ethan-1-ol) S(=O)(=O)(C1=CC(=C(C(=C1)C1=CC=CC2=CC=CC=C12)OCCO)C1=CC=CC2=CC=CC=C12)C1=CC(=C(C(=C1)C1=CC=CC2=CC=CC=C12)OCCO)C1=CC=CC2=CC=CC=C12